4-(4-((4-bromophenyl)amino)pyrimidin-2-yl)piperazine-1-carboxylic acid tert-butyl ester C(C)(C)(C)OC(=O)N1CCN(CC1)C1=NC=CC(=N1)NC1=CC=C(C=C1)Br